CC1=CC(=NN1C=1C=C2C=CN(C2=CC1)CC1=CC=C(C=C1)N1CC2CN(CC2C1)C)C(=O)N 5-Methyl-1-(1-(4-(5-methylhexahydropyrrolo[3,4-c]pyrrol-2(1H)-yl)benzyl)-1H-indol-5-yl)-1H-pyrazol-3-carboxamid